NC=1C(=C(C=CC1)C1=C(C(=CC=C1)C1=NC(=C(C=O)C=C1)OC)C)C 6-(3'-amino-2,2'-dimethyl-[1,1'-biphenyl]-3-yl)-2-methoxynicotinaldehyde